CNC(=O)C1=CC=C(C=N1)NC(O[C@H](C)[C@H](C)OC1=CC2=C(N=C(S2)C2=C3N=CC(=NC3=CC(=C2)Cl)OC)C=C1F)=O (2R,3S)-3-((2-(7-chloro-2-methoxyquinoxalin-5-yl)-5-fluorobenzo[d]thiazol-6-yl)oxy)butan-2-yl (6-(methylcarbamoyl)pyridin-3-yl)carbamate